C(=O)C1CCC(CC1)N1N=C2C=C(C(=CC2=C1)C(=O)NC=1C=NN2C1N=CC=C2)OC(C)C 2-((1r,4r)-4-formylcyclohexyl)-6-isopropoxy-N-(pyrazolo[1,5-a]pyrimidin-3-yl)-2H-indazole-5-carboxamide